1-(4-(6-chloro-8-fluoro-7-(5-methyl-1H-indazol-4-yl)-2-(2-(pyrrolidin-1-yl)ethoxy)quinazolin-4-yl)piperazin-1-yl)prop-2-en-1-one ClC=1C=C2C(=NC(=NC2=C(C1C1=C2C=NNC2=CC=C1C)F)OCCN1CCCC1)N1CCN(CC1)C(C=C)=O